N-[3-fluoro-4-[(3-fluoro-6,7-dimethoxy-4-quinolyl)oxy]phenyl]-1-(4-methoxy-2-methyl-phenyl)-2-oxo-6-(trifluoromethyl)pyridine-3-carboxamide FC=1C=C(C=CC1OC1=C(C=NC2=CC(=C(C=C12)OC)OC)F)NC(=O)C=1C(N(C(=CC1)C(F)(F)F)C1=C(C=C(C=C1)OC)C)=O